BrC=1C=C2C=NC(=NC2=CC1)NC1CCC(CC1)N(C)C N1-(6-bromoquinazolin-2-yl)-N4,N4-dimethylcyclohexane-1,4-diamine